trans-4,4'-stilbenedicarboxylate C1(=CC=C(C=C1)C(=O)[O-])\C=C\C1=CC=C(C=C1)C(=O)[O-]